FC1=C(C(=CC(=C1)O)F)C1CCN(CC1)C1=CC(=C(C#N)C=C1)C(F)(F)F 4-[4-(2,6-difluoro-4-hydroxyphenyl)piperidin-1-yl]-2-(trifluoromethyl)benzonitrile